C(C)(C)(C)C=1C=C(C=C(C1)Br)Br 5-tert-butyl-1,3-dibromobenzene